4-[4-benzyloxy-1-(4,4-difluorocyclohexyl)-2-tetrahydropyran-4-yl-indol-3-yl]benzoic acid C(C1=CC=CC=C1)OC1=C2C(=C(N(C2=CC=C1)C1CCC(CC1)(F)F)C1CCOCC1)C1=CC=C(C(=O)O)C=C1